O1C2=C(OCC1)C=C(C=C2)C2=C(C(=NC=N2)N2CCC(CC2)OC=2C=C(C#N)C=CC2)C 3-((1-(6-(2,3-dihydrobenzo[b][1,4]dioxin-6-yl)-5-methylpyrimidin-4-yl)piperidin-4-yl)oxy)benzonitrile